BrC=1C=C(C=C2C(=C(C(N(C12)C)=O)C#N)N1CCC(CC1)OC1=CC(=CC=C1)Cl)C 8-bromo-4-[4-(3-chlorophenoxy)piperidin-1-yl]-1,6-dimethyl-2-oxo-1,2-dihydroquinoline-3-carbonitrile